6-((3-hydroxybicyclo[1.1.1]pentan-1-yl)methoxy)-4-(6-(6-((6-methoxypyridin-3-yl)methyl)-3,6-diazabicyclo[3.1.1]heptan-3-yl)pyridin-3-yl)pyrazolo[1,5-a]pyridine-3-carbonitrile OC12CC(C1)(C2)COC=2C=C(C=1N(C2)N=CC1C#N)C=1C=NC(=CC1)N1CC2N(C(C1)C2)CC=2C=NC(=CC2)OC